3-(1-(3-Bromophenyl)-1H-imidazol-4-yl)-3-hydroxy-1-methylpyrrolidin-2-one BrC=1C=C(C=CC1)N1C=NC(=C1)C1(C(N(CC1)C)=O)O